BrC=1N=NC(=CC1)OC 3-bromo-6-methoxy-pyridazine